aminoethyl-aminoisobutyl-methyldimethoxysilane NCCC(O[Si](OC)(C)CC(C)C)N